CNC(=O)C=1C=CC2=C(N(C=N2)CC2=CC=C(C=C2)B(O)O)C1 4-((6-(methylcarbamoyl)-1,3-benzodiazol-1-yl)methyl)phenylboronic acid